Benzyl 2-([2-amino-4-[1-(tert-butoxycarbonyl)piperidin-4-yl]pyridin-3-yl]carbamoyl)morpholine-4-carboxylate NC1=NC=CC(=C1NC(=O)C1CN(CCO1)C(=O)OCC1=CC=CC=C1)C1CCN(CC1)C(=O)OC(C)(C)C